C(C1=CC=CC=C1)=C1CN=CN=C1 5-benzylidenepyrimidine